O=C1NC2=CC=CC=C2[C@]12CNCC2 (3R,4'S)-2-oxospiro[indoline-3,3'-pyrrolidine]